Cl.[C@H]12CC(C[C@H](CC1)N2)N(C=2SC1=C(N2)SC(=N1)N1C(C=C(C=C1)C=1C=NNC1)=O)C 1-(5-{[(1R,3s,5S)-8-Azabicyclo[3.2.1]octan-3-yl](methyl)amino}[1,3]thiazolo[5,4-d][1,3]thiazol-2-yl)-4-(1H-pyrazol-4-yl)pyridin-2(1H)-on Hydrochlorid